7-(hydroxymethyl)benzo[c]isoxazol-3-carboxylic acid OCC1=CC=CC=2C1=NOC2C(=O)O